[Si](C)(C)(C(C)(C)C)OCCCOC1=NN(C(=C1[N+](=O)[O-])C1CC1)C1=NN(C=C1C)C 3-(3-((tert-butyldimethylsilyl)oxy)propoxy)-5-cyclopropyl-1',4'-dimethyl-4-nitro-1'H-1,3'-bipyrazole